(1r,4r)-4-(piperidin-4-yloxy)cyclohexane N1CCC(CC1)OC1CCCCC1